ClC=1C=CC=2C(=C3N(C2C1C=1C(=NN(C1C)C)C)CCC=NC3=O)CCCOC3=CC(=C(C(=C3)C)Cl)C 8-chloro-11-(3-(4-chloro-3,5-dimethylphenoxy)propyl)-1-oxo-7-(1,3,5-trimethyl-1H-pyrazol-4-yl)-4,5-dihydro-1H-[1,4]diazepino[1,2-a]indol